(3,3'-dichloro-4,4'-dihydroxyphenyl)methane ClC1(C=C(C=CC1(O)O)C)Cl